N-{6-[6-methoxy-5-(2-methyl-1,2,3-triazol-4-yl)pyridin-2-yl]pyridazin-3-yl}-N-methyl-8-azabicyclo[3.2.1]octan-3-amine COC1=C(C=CC(=N1)C1=CC=C(N=N1)N(C1CC2CCC(C1)N2)C)C2=NN(N=C2)C